tert-butyl 4-(2-carbamoyl-4-((3-(4-(2-(4-methoxyphenyl) propan-2-yl) thiazol-2-yl) ureido) methyl) phenyl)-2-methylpiperazine-1-carboxylate C(N)(=O)C1=C(C=CC(=C1)CNC(=O)NC=1SC=C(N1)C(C)(C)C1=CC=C(C=C1)OC)N1CC(N(CC1)C(=O)OC(C)(C)C)C